1,2-diisocyanatocyclopentane N(=C=O)C1C(CCC1)N=C=O